3-[(cyclopropylmethyl)amino]-2-fluoro-N-[2-nitro-4-[1,2,2,2-tetrafluoro-1-(trifluoromethyl)ethyl]-6-(trifluoromethyl)phenyl]benzamide C1(CC1)CNC=1C(=C(C(=O)NC2=C(C=C(C=C2C(F)(F)F)C(C(F)(F)F)(C(F)(F)F)F)[N+](=O)[O-])C=CC1)F